(2S,4S)-N-(benzo[d]thiazol-5-yl(cyano)methyl)-1-((S)-3,3-dimethyl-2-(2,2,2-trifluoroacetamido)butanoyl)-4-propylpyrrolidine-2-carboxamide S1C=NC2=C1C=CC(=C2)C(NC(=O)[C@H]2N(C[C@H](C2)CCC)C([C@H](C(C)(C)C)NC(C(F)(F)F)=O)=O)C#N